4-(N-pyridyl)pyridine N1(CC=CC=C1)C1=CC=NC=C1